3,3-dimethyl-1-azacyclotetradecane CC1(CNCCCCCCCCCCC1)C